C(C)(C)(C)OC(=O)N1N=C(C2=CC(=CC=C12)Br)C(NC1CCC(CC1)O)=O tert-butyl-5-bromo-3-(((1r,4r)-4-hydroxycyclohexyl) carbamoyl)-1H-indazole-1-carboxylate